FC(C(=O)O)(F)F.C1(CC1)NCC1=CC(=C(C(=O)OC)C=C1)F methyl 4-((cyclopropylamino)methyl)-2-fluorobenzoate 2,2,2-trifluoroacetate